[2-(3,3-dimethylmorpholin-4-yl)-6-quinolinyl]methanol CC1(N(CCOC1)C1=NC2=CC=C(C=C2C=C1)CO)C